OC(C)(C)C1=CC(=CC=N1)OCOC 6-(2-hydroxyprop-2-yl)-4-(methoxymethoxy)pyridine